1-(6-fluoropyridin-3-yl)ethan-1-one FC1=CC=C(C=N1)C(C)=O